C1(CC1)C=1N=CC=2C3=C(C=C(C2C1)S(=O)(=O)NCC(C)C)C(CCC3)NS(=O)(=O)C 3-cyclopropyl-7-(methanesulfonamido)-N-(2-methylpropyl)-7,8,9,10-tetrahydrobenzo[h]isoquinoline-5-sulfonamide